NCC1=CC(=C(C=C1)NC(=O)C1=CC2=C(OCCC3=C2SC=C3)C=C1C=1C(=NC(=CC1)C(NCCC)=O)C(=O)O)OCCF 3-(9-((4-(aminomethyl)-2-(2-fluoroethoxy)phenyl)carbamoyl)-4,5-dihydrobenzo[b]thieno[2,3-d]oxepin-8-yl)-6-(propylcarbamoyl)picolinic acid